NC1=C2C=NN(C2=C(C=C1)F)CC(C)(O)C 1-(4-amino-7-fluoro-indazol-1-yl)-2-methyl-propan-2-ol